tert-Butyl (S)-4-((R)-1-(benzyloxy)but-3-en-1-yl)-2,2-dimethyloxazolidine-3-carboxylate C(C1=CC=CC=C1)O[C@H](CC=C)[C@H]1N(C(OC1)(C)C)C(=O)OC(C)(C)C